4-amino-N-cyclopropyl-N-(isoquinolin-3-ylmethyl)imidazo[1,5-a]quinoxaline-8-formamide NC=1C=2N(C3=CC(=CC=C3N1)C(=O)N(CC=1N=CC3=CC=CC=C3C1)C1CC1)C=NC2